(6aR,9R)-N,N,7-trimethyl-6,6a,8,9-tetrahydro-4H-indolo[4,3-fg]quinoline-9-carboxamide CN(C(=O)[C@H]1CN([C@@H]2CC=3C4=C(C2=C1)C=CC=C4NC3)C)C